C(=O)C1=CC(C(=CO1)OCC1CCN(CC1)C(=O)OC(C)(C)C)=O tert-Butyl 4-(((6-formyl-4-oxo-4H-pyran-3-yl)oxy)methyl)piperidine-1-carboxylate